benzyl N-[2-[6-cyclopropyl-4-[[(1R)-1-[2-methyl-3-(trifluoromethyl)phenyl]ethyl]amino]-1,7-dioxo-pyrido[3,4-d]pyridazin-2-yl]ethyl]carbamate C1(CC1)N1C=C2C(=NN(C(C2=CC1=O)=O)CCNC(OCC1=CC=CC=C1)=O)N[C@H](C)C1=C(C(=CC=C1)C(F)(F)F)C